N-(7-chloro-4-hydroxy-2,3-dihydro-1H-inden-5-yl)acetamide ClC=1C=C(C(=C2CCCC12)O)NC(C)=O